tert-Butyl 4-(hydroxymethyl)-4-(3-methylbut-2-en-1-yl)piperidine-1-carboxylate OCC1(CCN(CC1)C(=O)OC(C)(C)C)CC=C(C)C